BrC1=CC=C(CN(S(=O)(=O)C2=CC=C(C=C2)NC(=O)C2C(C2)C2=CC=NC=C2)CC2=CC=C(C=C2)F)C=C1 N-(4-(N-(4-bromobenzyl)-N-(4-fluorobenzyl)sulfamoyl)phenyl)-2-(pyridin-4-yl)cyclopropane-1-carboxamide